(S)-N-(1-(6-((4-chlorophenyl)amino)-2-morpholinopyrimidin-4-yl)ethyl)-5-cyclopropylisoxazole-3-carboxamide ClC1=CC=C(C=C1)NC1=CC(=NC(=N1)N1CCOCC1)[C@H](C)NC(=O)C1=NOC(=C1)C1CC1